C(C)(C)(C)OC(=O)N1[C@@H](CCC1)CON1C(C2=CC=CC=C2C1=O)=O (2S)-2-[(1,3-dioxoisoindolin-2-yl)oxymethyl]pyrrolidine-1-carboxylic acid tert-butyl ester